C(C)(=O)SCCC1=CC=C(C(=O)OC)C=C1 methyl 4-(2-(acetylthio)ethyl)benzoate